C(C)(=O)OCCCC\C=C/CCCCCC (Z)-5-Dodecenyl acetate